COC(C1=NC=CC(=C1)C(F)(F)F)=O 4-(trifluoromethyl)picolinic acid methyl ester